2-(4-{[(1-methylpiperidin-4-yl)methyl]amino}pyrido[3,4-d]pyridazin-1-yl)-5-(trifluoromethyl)phenol CN1CCC(CC1)CNC=1N=NC(=C2C1C=NC=C2)C2=C(C=C(C=C2)C(F)(F)F)O